2-(((R)-1-(3-cyano-7-methyl-4-oxo-2-((R)-3-(trifluoromethyl)piperidin-1-yl)-4H-pyrido[1,2-a]pyrimidin-9-yl)ethyl)amino)benzoic acid C(#N)C1=C(N=C2N(C1=O)C=C(C=C2[C@@H](C)NC2=C(C(=O)O)C=CC=C2)C)N2C[C@@H](CCC2)C(F)(F)F